(S)-tert-butyl 2-ethynyl-2-methylpyrrolidine-1-carboxylate C(#C)[C@]1(N(CCC1)C(=O)OC(C)(C)C)C